N-(4-methyl-5-nitrothiazol-2-yl)benzamide CC=1N=C(SC1[N+](=O)[O-])NC(C1=CC=CC=C1)=O